(R)-N-((R)-1-(3-cyano-5-fluoro-2-methylphenyl)ethyl)-2-methylpropane-2-sulfinamide C(#N)C=1C(=C(C=C(C1)F)[C@@H](C)N[S@](=O)C(C)(C)C)C